tert-butyl (1-(5-(2-(ethyl(isopropyl)carbamoyl)-4-fluorophenoxy)pyrimidin-4-yl)piperidin-4-yl)carbamate C(C)N(C(=O)C1=C(OC=2C(=NC=NC2)N2CCC(CC2)NC(OC(C)(C)C)=O)C=CC(=C1)F)C(C)C